Cl.C=1SC=C2C1CC(C2)N 5,6-dihydro-4H-cyclopenta[c]thiophene-5-amine hydrochloride